C(C)(C)(C)OC(=O)N(C(OC(C)(C)C)=O)C1=NC=CC2=CC(=CC=C12)CNC(=O)C=1SC(=C(C1)Cl)CCl tert-butyl (tert-butoxycarbonyl)(6-((4-chloro-5-(chloromethyl) thiophene-2-carboxamido)methyl)isoquinolin-1-yl)carbamate